1-(endo-3-((4-((4-([1,2,4]triazolo[1,5-a]pyridin-7-yloxy)-2-fluoro-3-methylphenyl)amino)quinazolin-6-yl)oxy)-8-azabicyclo[3.2.1]oct-8-yl)prop-2-en-1-one N=1C=NN2C1C=C(C=C2)OC2=C(C(=C(C=C2)NC2=NC=NC1=CC=C(C=C21)OC2CC1CCC(C2)N1C(C=C)=O)F)C